2-(ETHOXYCARBONYL)THIOPHEN-3-YLBORONIC ACID C(C)OC(=O)C=1SC=CC1B(O)O